C(C)(C)(C)C1=C(C(=CC(=C1)C(C)(C)C)C(C)(C)C)[O-].[Na+] sodium 2,4,6-tri-tert-butylphenolate